O=C1C2=CC=CC=C2OC=2CNCCC21 5-oxo-3,4-dihydro-1H-chromeno[2,3-c]pyridin